1,2-Butandithiol C(C(CC)S)S